CC1=CC2=C(C3=CC=CC=C3C(=C2C=C1)OC(=O)OCC)OC(=O)OCC 2-methyl-9,10-bis(ethoxycarbonyloxy)anthracene